Benzyl ((((1S,4R)-4-(2-amino-6-(cyclopropylamino)-9H-purin-9-yl)cyclopent-2-en-1-yl)methoxy)(phenoxy)phosphoryl)-L-alaninate NC1=NC(=C2N=CN(C2=N1)[C@H]1C=C[C@H](C1)COP(=O)(OC1=CC=CC=C1)N[C@@H](C)C(=O)OCC1=CC=CC=C1)NC1CC1